C(C1=CC=CC=C1)N1C[C@@](CC1)(C#N)COC=1C(=CC(=NC1)C)C1=CC=2N(C=C1)N=C(C2)NC(=O)C2CC2 (S)-N-(5-(5-((1-benzyl-3-cyanopyrrolidin-3-yl)methoxy)-2-methylpyridin-4-yl)pyrazolo[1,5-a]pyridin-2-yl)cyclopropanecarboxamide